1-(2-(3-Aminopropyl)-4-fluorophenyl)-3-(2-bromo-6-methoxypyridin-3-yl)-7-(trifluoromethyl)-2,3-dihydropyrido[4,3-d]pyrimidin-4(1H)-one, hydrochloride salt Cl.NCCCC1=C(C=CC(=C1)F)N1CN(C(C2=C1C=C(N=C2)C(F)(F)F)=O)C=2C(=NC(=CC2)OC)Br